tert-butyl (R)-methyl(2-(5-(1-((3-methyl-7-morpholino-4-oxo-3,4-dihydrophthalazin-1-yl)amino)ethyl)thiophen-3-yl)benzyl)carbamate CN(C(OC(C)(C)C)=O)CC1=C(C=CC=C1)C1=CSC(=C1)[C@@H](C)NC1=NN(C(C2=CC=C(C=C12)N1CCOCC1)=O)C